3-ethyl-5-(2-hydroxyethyl)-4-methylthiazolium bromide azolium salt [NH2+]1C=CC=C1.[Br-].C(C)[N+]1=CSC(=C1C)CCO.[Br-]